tert-butyl (4R)-4-(7-[4-[(dimethylamino)methyl]-3,5-dimethoxyphenyl]-5-methyl-4-oxothieno[3,2-c]pyridine-2-amido)-3,3-difluoropiperidinecarboxylate CN(C)CC1=C(C=C(C=C1OC)C=1C2=C(C(N(C1)C)=O)C=C(S2)C(=O)N[C@H]2C(CN(CC2)C(=O)OC(C)(C)C)(F)F)OC